(dimethylamino)-N-ethylbut-2-enamide CN(C)C(C(=O)NCC)=CC